FC=1C=C(C=CC1)C1CCN2N1C(C(C2)C)=O 3-(3-fluorophenyl)-6-methyl-2,3,6,7-tetrahydro-1H-pyrazolo[1,2-a]pyrazol-5-one